OCC1C2CN(CC12)C(=O)[O-] 6-(hydroxymethyl)-3-azabicyclo[3.1.0]hexane-3-carboxylate